4-((trans-3-cyanocyclobutyl)amino)-2-(methylthio)pyrimidine-5-carboxylic acid ethyl ester C(C)OC(=O)C=1C(=NC(=NC1)SC)N[C@@H]1C[C@H](C1)C#N